2-bromo-5-(4-(trifluoromethoxy)phenyl)-1,3,4-oxadiazole BrC=1OC(=NN1)C1=CC=C(C=C1)OC(F)(F)F